2,2,4-trimethyl-1,3-pentanediol isobutyrate C(C(C)C)(=O)O.CC(CO)(C(C(C)C)O)C